C(=S)=C1NC(C2=C(N1CC1=C(C=CC=C1)[C@H]1NCC[C@H](C1)C(F)(F)F)C=CN2)=O 2-Thiocarbonyl-1-(2-((2s,4r)-4-(trifluoromethyl)piperidin-2-yl)benzyl)-1,2,3,5-tetrahydro-4H-pyrrolo[3,2-d]pyrimidin-4-one